3-(6-chloro-3-((1-(4,7-dimethyl-5-oxo-3-(tetrahydrofuran-3-yl)-4,5-dihydro-3H-pyrazolo[3,4-c]isoquinolin-9-yl)ethyl)amino)pyridin-2-yl)-1,2,4-oxadiazol-5(4H)-one ClC1=CC=C(C(=N1)C1=NOC(N1)=O)NC(C)C=1C=2C3=C(N(C(C2C=C(C1)C)=O)C)N(N=C3)C3COCC3